N1(CCC1)CC(C(=O)OCC)C(C)C ethyl 2-(azetidin-1-ylmethyl)-3-methylbutyrate